OC1=C(C=CC=C1)NC=1SC([C@H](N1)C(=O)O)(C)C (R)-2-((2-hydroxyphenyl)amino)-5,5-dimethyl-4,5-dihydrothiazole-4-carboxylic acid